C(C1=CC=CC=C1)OC(=O)N[C@@H]1CC(CN(C1)C1=NC=2N(C=C1)N=CC2C(=O)OCC)(F)F 3-Ethyl 5-[(5R)-5-(benzyloxycarbonylamino)-3,3-difluoro-1-piperidyl]pyrazolo[1,5-a]pyrimidine-3-carboxylate